8-Carboxyethylthioguanosine C(=O)(O)CCC=1N([C@H]2[C@H](S)[C@H](O)[C@@H](CO)O2)C=2N=C(NC(C2N1)=O)N